1,4-phenylene-dimethanol C1(=CC=C(C=C1)CO)CO